C(C)(=O)N1CCN(CC1)C=1C=C2C(N(C=NC2=CC1)CC(=O)NC(C(=O)NC1=CC=CC=C1)CC1=CC=C(C=C1)Cl)=O [2-[6-(4-Acetylpiperazin-1-yl)-4-oxoquinazolin-3-yl]acetylamino]-3-(4-chlorophenyl)-N-phenylpropanamide